C(C)(C)(C)OC(=O)N1CC=2NC=NC2C1 4,6-dihydropyrrolo[3,4-d]imidazole-5(1H)-carboxylic acid tert-butyl ester